CC1(OC2=CC=CC=C2[C@H](C1)NC(=O)C1C(C1C)CN1C(NC(CC1=O)(CC)CC)=[NH2+])C [1-[[2-[[(4S)-2,2-dimethylchroman-4-yl]carbamoyl]-3-methyl-cyclopropyl]methyl]-4,4-diethyl-6-oxo-hexahydropyrimidin-2-ylidene]ammonium